Bromosulfoximine BrS(=O)=N